3-methyl-5-(pyrrolidin-2-yl)-1,2,4-thiadiazole CC1=NSC(=N1)C1NCCC1